3-(4-(((tert-butyldimethylsilyl)oxy)methyl)pyrimidin-2-yl)-6-((2R,4S)-4-fluoro-2-(5-fluoro-2-methoxyphenyl)pyrrolidin-1-yl)imidazo[1,2-b]pyridazine [Si](C)(C)(C(C)(C)C)OCC1=NC(=NC=C1)C1=CN=C2N1N=C(C=C2)N2[C@H](C[C@@H](C2)F)C2=C(C=CC(=C2)F)OC